CN1N=CC2=CC=C(C(=C12)C=1C(=C(N=C2[C@H]3C([C@@H](CC12)C3)(C)C)N3CC1(CN(C1)C(C=C)=O)CC3)F)C (P)-1-(6-((1R,9R)-6-(1,6-dimethyl-1H-indazol-7-yl)-5-fluoro-10,10-dimethyl-3-azatricyclo[7.1.1.02,7]undeca-2,4,6-trien-4-yl)-2,6-diazaspiro[3.4]octan-2-yl)-2-propen-1-one